NC1=NC=C(C2=C1C(=C(S2)C2=C(C=C(C=C2)NC(C(=C)C)=O)C)C2=CC(=C(C=C2)OC2=NC=CC(=N2)C)F)C2=NC=CN=C2 N-(4-(4-amino-3-(3-fluoro-4-((4-methylpyrimidin-2-yl)oxy)phenyl)-7-(pyrazin-2-yl)thieno[3,2-c]pyridin-2-yl)-3-methylphenyl)methacrylamide